N-(1-(6-(2-methoxyphenyl)pyridazin-3-yl)piperidin-3-yl)-4-(trifluoromethyl)benzamide COC1=C(C=CC=C1)C1=CC=C(N=N1)N1CC(CCC1)NC(C1=CC=C(C=C1)C(F)(F)F)=O